COC1=C(C2=C(N(C(N2C)=O)C2C(NC(CC2)=O)=O)C=C1)C1CCNCC1 3-[5-methoxy-3-methyl-2-oxo-4-(4-piperidinyl)benzimidazol-1-yl]piperidine-2,6-dione